tris(2,6-di-tert-butylphenol) aluminum [Al].C(C)(C)(C)C1=C(C(=CC=C1)C(C)(C)C)O.C(C)(C)(C)C1=C(C(=CC=C1)C(C)(C)C)O.C(C)(C)(C)C1=C(C(=CC=C1)C(C)(C)C)O